tert-butyl (S)-3-(3-chloro-2-tolyl)-3-(4-methyl-7-quinolylamino)-1-pyrrolidinecarboxylate ClC=1C(=C(C=CC1)C)[C@@]1(CN(CC1)C(=O)OC(C)(C)C)NC1=CC=C2C(=CC=NC2=C1)C